C1(CC1)NC1=NC=C(C=N1)C1=NC(=CC(=C1)S(=O)(=O)C1=CC=CC=C1)N1CCOCC1 N-cyclopropyl-5-(6-morpholino-4-(phenylsulfonyl)pyridin-2-yl)pyrimidin-2-amine